BrC=1C=C2C(=NC=NC2=CC1)NC=1C=NC(=CC1)OC1=CC=CC=C1 6-bromo-N-(6-phenoxy-3-pyridyl)quinazolin-4-amine